FC1=C2CNC(C2=CC(=C1)F)=O 4,6-Difluoroisoindolin-1-one